CN1CCN(CC1)C1=CC=C(C=C1)NC1=NC=C2N=C(N(C2=N1)[C@@H]1CN(CCC1)C(C=C)=O)NC1=CC=CC=C1 (S)-2-(4-(4-methyl-1-piperazinyl)phenylamino)-8-phenylamino-9-(N-acryloyl-3-piperidinyl)-9H-purine